8-((2-chlorothiazol-5-yl)methyl)-3-(4,4,4-trifluorobutyl)pyrido[2,3-d]pyrimidine-2,4(3H,8H)-dione ClC=1SC(=CN1)CN1C=CC=C2C1=NC(N(C2=O)CCCC(F)(F)F)=O